2-iodo-N-((1R,4R)-4-morpholinocyclohexyl)-1H-indol-4-amine IC=1NC=2C=CC=C(C2C1)NC1CCC(CC1)N1CCOCC1